ClC1=CC=C(S1)C=1C=C2CC(N3C(C2=CC1OC)=CC(C(=C3)C(=O)O)=O)C(C)C 9-(5-chlorothiophen-2-yl)-6-isopropyl-10-methoxy-2-oxo-6,7-dihydro-2H-pyrido[2,1-a]isoquinoline-3-carboxylic acid